(S)-3-(pyridin-4-yloxy)pyrrolidine-1-carboxylic acid tert-butyl ester C(C)(C)(C)OC(=O)N1C[C@H](CC1)OC1=CC=NC=C1